C(C1=CC=CC=C1)N1CCC=2C(=C(C(=NC2C1)N1CC2(CN(C2)C(=O)OC(C)(C)C)CC1)C)C=1C(=CC=C2C=NNC12)C tert-butyl 6-(7-benzyl-3-methyl-4-(6-methyl-1H-indazol-7-yl)-5,6,7,8-tetrahydro-1,7-naphthyridin-2-yl)-2,6-diazaspiro[3.4]octane-2-carboxylate